N-(4-chloro-2-methylphenyl)-2-(2-(3,6-dihydro-2H-pyran-4-yl)-6-(4-(3-hydroxypicolinoyl)piperazin-1-yl)-5-methyl-7-oxo-[1,2,4]triazolo[1,5-a]pyrimidin-4(7H)-yl)acetamide ClC1=CC(=C(C=C1)NC(CN1C=2N(C(C(=C1C)N1CCN(CC1)C(C1=NC=CC=C1O)=O)=O)N=C(N2)C=2CCOCC2)=O)C